N-[(4-methylthiophen-2-yl)methyl]-1-[5-(pyridin-4-yl)-1H-pyrazole-3-carbonyl]piperidine-4-carboxamide CC=1C=C(SC1)CNC(=O)C1CCN(CC1)C(=O)C1=NNC(=C1)C1=CC=NC=C1